1-((5-Chloro-8-hydroxy-3-methyl-1-oxo-7-isochromanyl)carbonyl)-4-hydroxyproline ClC1=C2CC(OC(C2=C(C(=C1)C(=O)N1[C@@H](CC(C1)O)C(=O)O)O)=O)C